6-Bromo-3-hydroxy-3-phenylisoindolin-1-one BrC1=CC=C2C(NC(C2=C1)=O)(C1=CC=CC=C1)O